(3S,4R)-3-amino-4-(1,1-difluoroethoxy)pyrrolidin N[C@H]1CNC[C@H]1OC(C)(F)F